C(CCC)[C@H]1NS(C2=C(N(C1)C1=CC=C(C=C1)F)C=C(C(=C2)OCC2(CC2)C(=O)O)SCC)(=O)=O (R)-1-(((3-butyl-7-(ethylthio)-5-(4-fluorophenyl)-1,1-dioxido-2,3,4,5-tetrahydro-1,2,5-benzothiadiazepin-8-yl)oxy)methyl)cyclopropane-1-carboxylic acid